(2S,5S)-9-[(S)-1-aminoethyl]-5-{[tert-butylbis(phenyl)siloxy]methyl}-2-isopropyl-1-methyl-1,4,5,6-tetrahydro-1,4-benzodiazocin-3(2H)-one N[C@@H](C)C1=CC2=C(C[C@H](NC([C@@H](N2C)C(C)C)=O)CO[Si](C2=CC=CC=C2)(C2=CC=CC=C2)C(C)(C)C)C=C1